NC1=NC=NN2C1=C(C=C2C2CCN(CC2)CCO)C2=CC=C(C=C2)C2=C(C(N(C=1CCCC(C21)=O)C2=CC=C(C=C2)F)=O)C(=O)N (4-{4-amino-7-[1-(2-hydroxyethyl)piperidin-4-yl]pyrrolo[2,1-f][1,2,4]triazin-5-yl}phenyl)-1-(4-fluorophenyl)-2,5-dioxo-1,2,5,6,7,8-hexahydroquinoline-3-carboxamide